5-amino-1,3-dihydro-indol-2-one NC=1C=C2CC(NC2=CC1)=O